FCCN1C(=NC=2C1=NC(=CC2)C=2C=CN1N=C(N=CC12)NCC(C)C)C 5-(3-(2-fluoroethyl)-2-methyl-3H-imidazo[4,5-b]pyridin-5-yl)-N-isobutylpyrrolo[2,1-f][1,2,4]triazin-2-amine